C(CCCCCCCCCC=CCCCCCCCC)(=O)OCCCCCCCCCCCCCCC(C)C 15-methylpalmityl eicos-11-enoate